4-((tert-butoxycarbonyl)amino)-3-(3-chlorophenyl)butanoic acid C(C)(C)(C)OC(=O)NCC(CC(=O)O)C1=CC(=CC=C1)Cl